C(C1=CC=CC=C1)OC1=CC=C(CC2=NOC(=C2)C=2C(=NC=CC2)N)C=C1 (3-(4-(benzyloxy)benzyl)isoxazol-5-yl)pyridin-2-amine